(cis)-3-(5-bromo-2-methyl-7-(trifluoromethyl)-1H-benzo[d]imidazol-1-yl)-1-methylcyclobutan-1-ol BrC1=CC2=C(N(C(=N2)C)C2CC(C2)(O)C)C(=C1)C(F)(F)F